2-((1r,4r)-4-((4-((4-(2,4-dioxotetrahydropyrimidin-1(2H)-yl)-1H-indol-1-yl)methyl)piperidin-1-yl)methyl)cyclohexyl)-N-(imidazo[1,2-b]pyridazin-3-yl)-6-methoxy-2H-indazole-5-carboxamide O=C1N(CCC(N1)=O)C1=C2C=CN(C2=CC=C1)CC1CCN(CC1)CC1CCC(CC1)N1N=C2C=C(C(=CC2=C1)C(=O)NC1=CN=C2N1N=CC=C2)OC